ClC1=C(C=C(C=C1)CN)OC(F)(F)F (4-chloro-3-(trifluoromethoxy)-phenyl)methanamine